C1=CC=CC=2C3=CC=CC=C3C(C12)COC(=O)N[C@H](C(=O)O)CC=1C2=C(N(N1)C)CCCCC2 (S)-2-((((9H-fluoren-9-yl)methoxy)carbonyl)amino)-3-(1-methyl-1,4,5,6,7,8-hexahydrocyclohepta[c]pyrazol-3-yl)propanoic acid